BrC=1C=C(C=C(C1O)Br)C(=O)C1=C(N=C2N1C=NC=C2)CC (3,5-dibromo-4-hydroxyphenyl)(2-ethylimidazo[1,2-c]pyrimidin-3-yl)methanone